COC=1C=C(C=CC1OC)C=1NC2=CC=C(C=C2C1C(C)C)C1CCN(CC1)C(CN1C[C@@H](CCC1)C(=O)N1CC2CNCC2C1)=O 1-(4-(2-(3,4-dimethoxyphenyl)-3-isopropyl-1H-indol-5-yl)piperidin-1-yl)-2-((3R)-3-(octahydropyrrolo[3,4-c]pyrrole-2-carbonyl)piperidin-1-yl)ethan-1-one